C(C)OC(=O)C1=C(C2=C(N(C(N(C2=O)CC(=O)O)=O)CC(C2=CC=CC=C2)OC)S1)C 2-[6-(ethoxycarbonyl)-1-(2-methoxy-2-phenylethyl)-5-methyl-2,4-dioxo-1H,2H,3H,4H-thieno[2,3-d]pyrimidin-3-yl]acetic acid